C(C1=CC=CC=C1)OC1CCC(CC1)N[C@H](C)C1=CC=CC=C1 (1R,2R,5R)-5-(benzyloxy)-2-(((S)-1-phenyl-ethyl)amino)cyclohexan